C(C)(C)(C)OC(=O)N1CC2(C1)CC(CC2)=O.Cl.N[C@H]2CC1(CN(C1)C(=O)OC(C)(C)C)CC2 tert-butyl (R)-6-amino-2-azaspiro[3.4]octane-2-carboxylate hydrochloride tert-butyl-6-oxo-2-azaspiro[3.4]octane-2-carboxylate